4-[(3R,4R)-3-{[(tert-butoxy)carbonyl]amino}-4-methylpiperidin-1-yl]butanoic acid C(C)(C)(C)OC(=O)N[C@H]1CN(CC[C@H]1C)CCCC(=O)O